CN[Si](C)(C)C methylaminotrimethylsilane